5-{3-(cyanomethyl)-3-[4-(7H-pyrrolo[2,3-d]pyrimidin-4-yl)-1H-pyrazol-1-yl]azetidin-1-yl}-N-isopropylpyrazine-2-carboxamide C(#N)CC1(CN(C1)C=1N=CC(=NC1)C(=O)NC(C)C)N1N=CC(=C1)C=1C2=C(N=CN1)NC=C2